CCC(CCCC(CC)=O)=O Nonane-3,7-dione